CC1OCC1N1C(=CC2=C1N=C(N=C2)SC)C(=O)N racemic-7-(2-methyloxetan-3-yl)-2-(methylthio)-7H-pyrrolo[2,3-d]pyrimidine-6-carboxamide